FC=1C=CC=C2C3=C(C=CC(CC4(CCC(CC4)NS(=O)(=O)C)C=4OC=C(COC12)N4)=C3)F trans-N-(6,19-difluorospiro[8,12-dioxa-21-azatetracyclo[14.3.1.110,13.02,7]henicosa-1(19),2,4,6,10,13(21),16(20),17-octaene-14,4'-cyclohexane]-1'-yl)methanesulfonamide